2-amino-N-(2-dimethylaminoethyl)-2-methyl-propanamide NC(C(=O)NCCN(C)C)(C)C